ClCC(C(CC)(C)NC(C1=CC=C(C=C1)C)=O)=O N-(1-chloro-3-methyl-2-oxopentan-3-yl)-4-methylbenzamide